endo-beta-D-glucose O[C@H]1[C@H](O)[C@@H](O)[C@H](O)[C@H](O1)CO